4-(4-{(S)-1-[8-((S)-1,2-dimethyl-propyl)-7-oxo-7,8-dihydro-pyrido[2,3-d]pyrimidin-2-ylamino]-ethyl}-phenoxy)-piperidine-1-carboxylic acid benzyl ester C(C1=CC=CC=C1)OC(=O)N1CCC(CC1)OC1=CC=C(C=C1)[C@H](C)NC=1N=CC2=C(N1)N(C(C=C2)=O)[C@H](C(C)C)C